CN1OC([C@H]2[C@H]1C(CC(C2C)C)C)(C)C |r| rac-(3ar,7ar)-1,3,3,4,5,7-hexamethyloctahydrobenzo[c]isoxazole